N1N=CC2=CC(=CC=C12)NC1=NC(=NC=C1)C=1C=CC2=C(SC(=C2)C(=O)NC)C1 6-(4-((1H-indazol-5-yl)amino)pyrimidin-2-yl)-N-methylbenzo[b]thiophene-2-carboxamide